C(C)(=O)C1=C(C2=C(N=C(N=C2)NC2=CC=C(C=N2)N2CCC(CC2)N(C)CC2=C(C=CC=C2)NC2C(NC(CC2)=O)=O)N(C1=O)C1CCCC1)C 3-((2-(((1-(6-((6-acetyl-8-cyclopentyl-5-methyl-7-oxo-7,8-dihydropyrido[2,3-d]pyrimidin-2-yl)amino)pyridin-3-yl)piperidin-4-yl)(methyl)amino)methyl)phenyl)amino)piperidine-2,6-dione